1-Isopropyl-4-(4-(4-phenyl-2,3-dihydrobenzo[b]oxepin-5-yl)phenyl)piperazine C(C)(C)N1CCN(CC1)C1=CC=C(C=C1)C=1C2=C(OCCC1C1=CC=CC=C1)C=CC=C2